4-chloro-6-methyl-3-((5-methyl-1-(tetrahydro-2H-pyran-2-yl)-1H-indazol-4-yl)amino)pyridinecarbonitrile ClC1=C(C(=NC(=C1)C)C#N)NC1=C2C=NN(C2=CC=C1C)C1OCCCC1